N-((5R,8R)-8-(2-chloro-5-fluorophenyl)-5-methyl-3-(methylcarbamoyl)-6-oxo-5,6,7,8-tetrahydroimidazo[1,5-a]pyrazin-1-yl)benzo[d]isothiazole-3-carboxamide ClC1=C(C=C(C=C1)F)[C@@H]1C=2N([C@@H](C(N1)=O)C)C(=NC2NC(=O)C2=NSC1=C2C=CC=C1)C(NC)=O